OC1=C(C=CC=C1)C(\C=C\C1=CC(=C(C=C1)OCOC)OCC1=CC=CC=C1)=O (E)-1-(2-Hydroxyphenyl)-3-[4-(methoxymethoxy)-3-phenylmethoxyphenyl]prop-2-en-1-one